NC1=NC2=C(C=CC=C2C(=N1)C=1N=NN(C1)CC1=CC=CC(=N1)C(C)(C)O)OCC 2-(6-{[4-(2-amino-8-ethoxy-4-quinazolinyl)-1H-1,2,3-triazol-1-yl]methyl}-2-pyridinyl)-2-propanol